CN1N=C(C=C1)CN1CCN(CCC1)C1=C(C=C(C=C1)C(F)(F)F)NC(=O)C=1OC(=CC1)C1CCOCC1 N-(2-(4-((1-methyl-1H-pyrazol-3-yl)methyl)-1,4-diazepan-1-yl)-5-(trifluoromethyl)phenyl)-5-(tetrahydro-2H-pyran-4-yl)furan-2-carboxamide